N1=CC(=CC=C1)NC1=CC=C2C(N(C(=NC2=C1)CSC1CCOCC1)COCC[Si](C)(C)C)=O 7-(pyridin-3-ylamino)-2-(((tetrahydro-2H-pyran-4-yl)thio)methyl)-3-((2-(trimethylsilyl)ethoxy)methyl)quinazolin-4(3H)-one